benzotriazolylimidazoline N1N=NC2=C1C=CC=C2N2C=NCC2